COC1=C(C=CC(=C1)N)N 2-methoxybenzene-1,4-diamine